FC1(CC(C1)NC(=O)C=1C=NN2C1C=C(C=C2)C2=CNC=1N=C(N=CC12)NC=1C=NC(=CC1)N1CCN(CC1)C)F N-(3,3-difluorocyclobutyl)-5-(2-((6-(4-methylpiperazin-1-yl)pyridin-3-yl)amino)-7H-pyrrolo[2,3-d]pyrimidin-5-yl)pyrazolo[1,5-a]pyridine-3-carboxamide